BrC=1C=NC=C(C(=O)OCC)C1 Ethyl 5-bromonicotinate